[C@H]12CN(C[C@H](CC1)N2)C2=NC(=NC1=C(C(=CC=C21)C2=CNC1=CC(=CC(=C21)Cl)F)F)OCC21CCCN1CCC2 4-((1R,5S)-3,8-diazabicyclo[3.2.1]octan-3-yl)-7-(4-chloro-6-fluoro-1H-indol-3-yl)-8-fluoro-2-((tetrahydro-1H-pyrrolizin-7a(5H)-yl)methoxy)quinazoline